[Br-].NCCC[N+](C)(C)C[C@H](COCCCCCCCCCCCC)OCCCCCCCCCCCC |r| (±)-N-(3-aminopropyl)-N,N-dimethyl-2,3-bis(dodecyloxy)-1-propylammonium bromide